benzyl-6-methoxyspiro[indene-2,4'-piperidin]-1(3H)-one C(C1=CC=CC=C1)N1CCC2(CC1)C(C1=CC(=CC=C1C2)OC)=O